Bromo-2-(chloromethyl)-4-fluoro-phenoxyl-triisopropyl-silane BrC(C)(C)[Si](C(C)C)(C(C)C)OC1=C(C=C(C=C1)F)CCl